BrC=1C(=C(C=CC1)C(C)NC1CC1)F N-(1-(3-bromo-2-fluorophenyl)ethyl)cyclopropylamine